C1(=CC=CC=C1)OP(=O)(OC1=CC=CC=C1)CC(C(=O)O)CP(=O)(OC1=CC=CC=C1)OC1=CC=CC=C1 3-(diphenylphosphono)-2-((diphenylphosphono)methyl)propionic acid